(S)-(6-(3-Chloro-1H-pyrazol-4-yl)-1-(2-(dimethylamino)ethyl)-1H-indazol-3-yl)(6-fluorochroman-3-yl)methanone ClC1=NNC=C1C1=CC=C2C(=NN(C2=C1)CCN(C)C)C(=O)[C@@H]1COC2=CC=C(C=C2C1)F